1,6-decanediol C(CCCCC(CCCC)O)O